BrC=1C(=NC(=C(C(=O)NC2=CC(=CC=C2)[S@@](=O)(=N)C)C1C)N1CCC(CCC1)(F)F)C (R)-5-bromo-2-(4,4-difluoroazepan-1-yl)-4,6-dimethyl-N-(3-(S-methylsulfonimidoyl)phenyl)nicotinamide